3-(2-methylnaphthalen-1-yl)-1-((tetrahydro-2H-pyran-4-yl)methyl)-1H-pyrrole-2,5-dione CC1=C(C2=CC=CC=C2C=C1)C=1C(N(C(C1)=O)CC1CCOCC1)=O